2-hydroxy-3-(4-benzoylphenoxy)propane OC(C)COC1=CC=C(C=C1)C(C1=CC=CC=C1)=O